3-chloro-5-(6'-formyl-2-methylsulfonyl-spiro[5,8-dihydropyrano[4,3-d]pyrimidine-7,1'-indane]-4-yl)-N,N-dimethyl-4,6,7,8-tetrahydropyrazolo[1,5-a][1,4]diazepine-2-carboxamide ClC=1C(=NN2C1CN(CCC2)C=2C1=C(N=C(N2)S(=O)(=O)C)CC2(CCC3=CC=C(C=C23)C=O)OC1)C(=O)N(C)C